BrC1=C(C=C(C=C1)S(=O)(=O)N1C2CN(C(C1)C2)C(CCl)=O)F 1-(5-((4-Bromo-3-fluorophenyl)sulfonyl)-2,5-diazabicyclo[2.2.1]heptan-2-yl)-2-chloroethan-1-one